CC(C)C[C@H](CC(=O)N)CC(=O)O (R)-(-)-3-(carbamoylmethyl)-5-methylhexanoic acid